N[C@@H](CO)CC1(CC1)C(F)(F)F (2R)-2-amino-3-[1-(trifluoromethyl)cyclopropyl]propan-1-ol